hexa-(α-methylbenzyl)naphthol CC(C1=CC=CC=C1)C1=C(C(=C2C(=C(C(=C(C2=C1)O)C(C1=CC=CC=C1)C)C(C1=CC=CC=C1)C)C(C1=CC=CC=C1)C)C(C1=CC=CC=C1)C)C(C1=CC=CC=C1)C